C(#N)C1=CC=C(C=C1)C1=CC(=NN1C1=CC=C(C=C1)C)C(=O)N[C@H]1CN(CCC1)C (R)-5-(4-cyanophenyl)-N-(1-methylpiperidin-3-yl)-1-(p-tolyl)-1H-pyrazole-3-carboxamide